methyl 5-methoxy-6-methyl-2,3-dihydro-1-benzofuran-4-carboxylate COC1=C(C=C2C(CCO2)=C1C(=O)OC)C